C1(CCC(CC1)C(=O)N)C(=O)N Cyclohexane-1,4-diamide